SCCCCCCCCCCS 1,10-dimercaptodecane